NC1=C2C(=NC=N1)N(N=C2C2=C(C=C(C=C2)OC2=CC(=CC=C2)F)F)[C@H]2CN(CC2)C(C=C)=O 1-((R)-3-(4-amino-3-(2-fluoro-4-(3-fluorophenoxy)phenyl)-1H-pyrazolo[3,4-d]pyrimidin-1-yl)pyrrolidin-1-yl)prop-2-en-1-one